(1-(((1s,3s)-3-((Triisopropylsilyl)oxy)cyclobutyl)sulfonyl)cyclopropyl)methanol C(C)(C)[Si](OC1CC(C1)S(=O)(=O)C1(CC1)CO)(C(C)C)C(C)C